1-(tert-butyl) 2-ethyl (R)-2,3-dihydro-1H-pyrrole-1,2-dicarboxylate N1([C@H](CC=C1)C(=O)OCC)C(=O)OC(C)(C)C